NC=1OCCCC1C#N 2-amino-3-cyano-1,4,5,6-tetrahydropyran